CS(=O)(=O)C1=CC=C(C=C1)N1CCN(CC1)CC=1OC(=CC1)[N+](=O)[O-] 1-[4-(Methanesulfonyl)phenyl]-4-[(5-nitrofuran-2-yl)methyl]piperazine